2-[3,5-dichloro-4-[(3-isothiazol-4-yl-4-methoxy-phenyl)methyl]phenoxy]acetic acid ClC=1C=C(OCC(=O)O)C=C(C1CC1=CC(=C(C=C1)OC)C=1C=NSC1)Cl